C(CCC)[C@H]1N(S(C2=C(N(C1)C1=CC=C(C=C1)F)C=C(C(=C2)OCC(C(=O)O)(C)C)SC)(=O)=O)C |r| racemic-3-((3-butyl-5-(4-fluorophenyl)-2-methyl-7-(methylthio)-1,1-dioxido-2,3,4,5-tetrahydro-1,2,5-benzothiadiazepin-8-yl)oxy)-2,2-dimethylpropanoic acid